NC=1N=CN(C(C1C(=O)NC=1C=C(C=NC1)[C@@H]1N(CCCC1)C(=O)OC(C)(C)C)=O)C1=C(C=C(C=C1C)C(F)(F)F)C tert-butyl (R)-2-(5-(4-amino-1-(2,6-dimethyl-4-(trifluoromethyl)phenyl)-6-oxo-1,6-dihydropyrimidine-5-carboxamido)pyridin-3-yl)piperidine-1-carboxylate